4-[(3-isopropyloxypropylthio)methyl]1,3-dihydroimidazole-2-thione C(C)(C)OCCCSCC=1NC(NC1)=S